(S)-4-(5-(4-((2-((S)-3-carboxybutanoyl)-6-methoxyisoindolin-5-yl)amino)butyl)-6-methoxyisoindolin-2-yl)-2-methyl-4-oxobutanoic acid C(=O)(O)[C@H](CC(=O)N1CC2=CC(=C(C=C2C1)NCCCCC=1C=C2CN(CC2=CC1OC)C(C[C@@H](C(=O)O)C)=O)OC)C